C(#N)CCCCC(C(=O)O)C1=CC(=CC=C1)I 6-cyano-2-(3-iodophenyl)hexanoic acid